Azolo[1,5-a]pyridine-3-carbonitrile hydrochloride Cl.C=1C=C(N2C1C=CC=C2)C#N